2-(2-chlorophenyl)-N-(5-{[(dimethylamino)methylidene]Sulfamoyl}-6-[4-(trifluoromethyl)-1H-Pyrazol-1-yl]Pyridin-3-yl)acetamide ClC1=C(C=CC=C1)CC(=O)NC=1C=NC(=C(C1)S(N=CN(C)C)(=O)=O)N1N=CC(=C1)C(F)(F)F